NC(C(=O)O)CCC(=O)NC(C)(C)C 2-amino-5-(tert-butylamino)-5-oxopentanoic acid